(S)-3-(4-(7-chloro-2-oxo-2',3',5',6'-tetrahydrospiro[indoline-3,4'-pyran]-1-yl)phenyl)-2-(2-chloro-6-fluorobenzamido)propanoic acid methyl ester COC([C@H](CC1=CC=C(C=C1)N1C(C2(CCOCC2)C2=CC=CC(=C12)Cl)=O)NC(C1=C(C=CC=C1F)Cl)=O)=O